5-[2-fluoro-6-hydroxy-4-[(4-isopropoxy-1-piperidyl)methyl]phenyl]-1,1-dioxo-1,2,5-thiadiazolidin-3-one FC1=C(C(=CC(=C1)CN1CCC(CC1)OC(C)C)O)N1CC(NS1(=O)=O)=O